Hexakis(3-methylhexyl) cis,cis-7,7',7'',7''',7'''',7'''''-((((cyclohexane-1,3,5-tricarbonyl)tris(azanediyl))tris(hexane-6,1-diyl))tris(azanetriyl))hexaheptanoate C1(CC(CC(C1)C(=O)NCCCCCCN(CCCCCCC(=O)OCCC(CCC)C)CCCCCCC(=O)OCCC(CCC)C)C(=O)NCCCCCCN(CCCCCCC(=O)OCCC(CCC)C)CCCCCCC(=O)OCCC(CCC)C)C(=O)NCCCCCCN(CCCCCCC(=O)OCCC(CCC)C)CCCCCCC(=O)OCCC(CCC)C